C(CC=C)N(C)CC=1C(=CC(N(C1)C1CCN(CC1)C)=O)I 5-((But-3-en-1-yl(methyl)amino)methyl)-4-iodo-1-(1-methylpiperidin-4-yl)pyridin-2(1H)-one